(7-fluoro-2,3-dihydrobenzo[b][1,4]dioxin-2-yl)methanol FC=1C=CC2=C(OC(CO2)CO)C1